C(CC\C=C/C=C)O (4Z)-4,6-heptadien-1-ol